C1(CC1)C=1C=2C=3N(C(=NC2C=CC1)NC1C(NCCNC1)=O)N=C(N3)C3=CC(=CC=C3)F 6-{[10-cyclopropyl-2-(3-fluorophenyl)[1,2,4]triazolo[1,5-c]quinazolin-5-yl]amino}-1,4-diazepan-5-one